(S)-3-amino-5-methyl-7-(7-oxa-2-azaspiro[3.5]nonan-2-yl)-2,3-dihydropyrido[3,2-b][1,4]oxazepin-4(5H)-one hydrochloride Cl.N[C@@H]1C(N(C2=C(OC1)C=CC(=N2)N2CC1(C2)CCOCC1)C)=O